sodium hydroxy naphthoate C1(=CC=CC2=CC=CC=C12)C(=O)OO.[Na]